C1(=CC=C(C=C1)C[Se]C#N)C[Se]C#N p-xylylene selenocyanate